(S)-2-(6-cyclopropyloxy-4-(3-methyl-1-(4-methyl-4H-1,2,4-triazol-3-yl)cyclobutyl)pyridin-2-yl)-6-((3-methylpiperidin-1-yl)methyl)-4-(trifluoromethyl)isoindol-1-one C1(CC1)OC1=CC(=CC(=N1)N1C(C2=CC(=CC(=C2C1)C(F)(F)F)CN1C[C@H](CCC1)C)=O)C1(CC(C1)C)C1=NN=CN1C